ClC=1C=C2C[C@H](N(CC2=CC1)C(=O)OCC1C2=CC=CC=C2C=2C=CC=CC12)C(=O)O (3S)-6-chloro-2-{[(9H-fluoren-9-yl)methoxy]carbonyl}-1,2,3,4-tetrahydroisoquinoline-3-carboxylic acid